5-bromovinyluracil BrC=CC=1C(NC(NC1)=O)=O